N-(9-ethyl-9-hydroxy-10,13-dioxo-2,3,9,10,13,15-hexahydro-1H,12H-benzo[de]pyrano[3',4':6,7]indolizino[1,2-b]quinolin-4-yl)acetamide C(C)C1(C(OCC=2C(N3CC=4C(=NC=5C=CC(=C6C5C4CCC6)NC(C)=O)C3=CC21)=O)=O)O